C(C)OC(=O)C1=CN=C(S1)C1=C(C=CC(=C1)OC)OC 2-(2,5-dimethoxyphenyl)thiazole-5-carboxylic acid ethyl ester